C1(CC1)C([C@H](NC(=O)C1=CC=NN1CC)C=1N=C2N(N=C(C=C2)CC2(C(NC(CC2)C(F)(F)F)=O)C(=O)OC)C1)C1CC1 Methyl 3-((2-((S)-2,2-dicyclopropyl-1-(1-ethyl-1H-pyrazole-5-carboxamido)ethyl)imidazo[1,2-b]pyridazin-6-yl)methyl)-2-oxo-6-(trifluoromethyl)piperidine-3-carboxylate